N-{[(2R,3S,4R,5R)-5-[2-chloro-6-(cyclopentylamino)-9H-purin-9-yl]-3,4-dihydroxyoxolan-2-yl]methyl}-N-methyl-2-(2-oxo-2,4-dihydro-1,3,2λ5-benzodioxaphosphinin-2-yl)acetamide ClC1=NC(=C2N=CN(C2=N1)[C@H]1[C@@H]([C@@H]([C@H](O1)CN(C(CP1(OC2=C(CO1)C=CC=C2)=O)=O)C)O)O)NC2CCCC2